N-[1-(4-chloro-2-cyanophenyl)-4-{2'-ethoxy-[2,3'-bipyridin]-5-yl}piperidin-4-yl]-1-methylazetidine-3-carboxamide formate salt C(=O)O.ClC1=CC(=C(C=C1)N1CCC(CC1)(C=1C=CC(=NC1)C=1C(=NC=CC1)OCC)NC(=O)C1CN(C1)C)C#N